N-(azetidin-3-yl)-6-(2-trimethylsilylethynyl)pyridin-3-amine hydrochloride Cl.N1CC(C1)NC=1C=NC(=CC1)C#C[Si](C)(C)C